Cl.Cl.C(C)C1=C2C=CC(=CC2=CC=C1F)O 5-ethyl-6-fluoronaphthalen-2-ol dihydrochloride